The molecule is a hydrate that is the heptahydrate form of cobalt(2+) sulfate. It has a role as a carcinogenic agent and a genotoxin. It contains a cobalt(2+) sulfate. O.O.O.O.O.O.O.[O-]S(=O)(=O)[O-].[Co+2]